C1(CC1)C1=NC2=CC=C(C=C2C(=N1)N1CCC(CC1)C1=C(C=CC=C1)OC)N1CCC(CC1)N(C)C (1-{2-cyclopropyl-4-[4-(2-methoxy-phenyl)-piperidin-1-yl]-quinazolin-6-yl}-piperidin-4-yl)-dimethyl-amine